C(C)[N+](C)(COC)CC diethyl(methoxymethyl)methylammonium